tris-(2-(3-methyl-butoxy)-ethyl)-amine CC(CCOCCN(CCOCCC(C)C)CCOCCC(C)C)C